3,9-bis[1,1-dimethyl-2-[β-(3-t-butyl-4-hydroxy-5-methylphenyl)propionyloxy]ethyl]2,4,8,10-tetraoxaspiro[5.5]-undecane CC(COC(CCC1=CC(=C(C(=C1)C)O)C(C)(C)C)=O)(C)C1OCC2(CO1)COC(OC2)C(COC(CCC2=CC(=C(C(=C2)C)O)C(C)(C)C)=O)(C)C